C1(CC1)OC1=CC=C(C=N1)C1N(C(C2=CC=CC=C2C1C(=O)O)=O)CC(F)(F)F Racemic-3-(6-cyclopropoxypyridin-3-yl)-1-oxo-2-(2,2,2-trifluoroethyl)-1,2,3,4-tetrahydroisoquinoline-4-carboxylic Acid